(S)-N-((S)-8,9-Difluoro-6-oxo-1,4,5,6-tetrahydro-2H-pyrano[3,4-c]isoquinolin-1-yl)-2-hydroxy-N-methyl-2-phenylpropanamide FC=1C(=CC=2C3=C(NC(C2C1)=O)COC[C@H]3N(C([C@](C)(C3=CC=CC=C3)O)=O)C)F